C(C)(C)OC(=O)N1[C@H]([C@H](CCC1)NS(=O)(=O)C)CC=1C=NC(=CC1)Cl cis-2-((6-chloropyridin-3-yl)methyl)-3-((methylsulfonyl)amino)piperidine-1-carboxylic acid isopropyl ester